C(C1=CC=CC=C1)[C@H](C(=O)NC=1C=NC2=C(C=CC=C2C1C)F)CC(=C)Cl (2S)-2-benzyl-4-chloro-N-(8-fluoro-4-methyl-3-quinolyl)pent-4-enamide